S=S sulfur-sulfide